C(C)(=O)OC1=C(CCCC2=C1C=CC(=C2)C(=O)OC)Br methyl 9-acetoxy-8-bromo-6,7-dihydro-5H-benzo[7]annulene-3-carboxylate